CCCCN1C[C@@H]([C@H]([C@@H]([C@H]1CO)O)O)O The molecule is a hydroxypiperidine that is deoxynojirimycin in which the amino hydrogen is replaced by a butyl group. It has a role as an EC 2.4.1.80 (ceramide glucosyltransferase) inhibitor and an anti-HIV agent. It is a member of piperidines and a tertiary amino compound. It derives from a duvoglustat.